S(=O)(=O)(ON1C(N2[C@H](C3=C(N(C=4C=CC=CC34)C)[C@@H]1C2)C(=O)OCC)=O)[O-].[Na+] sodium [trans-1-ethoxycarbonyl-2,5-methano-6-methyl-3-oxo-1,5-dihydro-[1,3]diazepino[5,6-b]indol-4-yl] sulfate